tert-butyl (R)-(1-(1H-benzo[d]imidazol-2-yl)-2-(benzyloxy)ethyl)carbamate N1C(=NC2=C1C=CC=C2)[C@H](COCC2=CC=CC=C2)NC(OC(C)(C)C)=O